BrC1=C(SC2=C1N=C(N(C2=O)C)N2CCCCC2)C 7-Bromo-2-(hexahydropyridin-1-yl)-3,6-dimethyl-3,4-dihydrothieno[3,2-d]pyrimidin-4-one